3,4-difluoro-5-formyl-2-(4-iodo-2-methylanilino)benzoic acid FC=1C(=C(C(=O)O)C=C(C1F)C=O)NC1=C(C=C(C=C1)I)C